BrC1=C2C=C(N=CC2=C(N=C1)NCC)NC(=O)C1CC1 N-(5-bromo-8-(ethylamino)-2,7-naphthyridin-3-yl)cyclopropanecarboxamide